CC1(OB(OC1(C)C)C=1CC2(CN(C2)C(=O)OC(C)(C)C)C1)C tert-butyl 6-(4,4,5,5-tetramethyl-1,3,2-dioxaborolan-2-yl)-2-azaspiro[3.3]hept-6-ene-2-carboxylate